2-((5-(2-(4-chloro-2-fluorophenyl)-2-methylbenzo[d][1,3]dioxan-4-yl)-1,1-dihydroxy-1,2,5-thiadiazol-2-yl)methyl)-1-(((S)-oxetan-2-yl)methyl)-1H-benzo[d]imidazole-6-carboxylic acid ClC1=CC(=C(C=C1)C1(OC(C2=C(O1)C=CC=C2)N2C=CN(S2(O)O)CC2=NC1=C(N2C[C@H]2OCC2)C=C(C=C1)C(=O)O)C)F